C(C)(C)(C)OC(=O)N1C[C@@H](CCC1)CC(C)(C)NC(=O)OC(C)(C)C.C(C)(=O)[O-].[Li+] Lithium acetate tert-butyl-(S)-3-(2-((tert-butoxycarbonyl)amino)-2-methylpropyl)-piperidine-1-carboxylate